C(C)OCCN1C(=C(C2=CC=CC=C12)C=O)C(F)(F)F 1-(2-ethoxyethyl)-2-trifluoromethyl-1H-indole-3-carboxaldehyde